4-(2-chloroacetyl)-N-methyl-3,4-dihydro-2H-benzo[b][1,4]oxazine-2-carboxamide ClCC(=O)N1C2=C(OC(C1)C(=O)NC)C=CC=C2